ethyl (R)-3-(2-(2,5-dimethylbenzoyl)-1,2,3,4-tetrahydroisoquinolin-7-yl)-3-(6-methoxy-4-methylpyridin-3-yl)propanoate CC1=C(C(=O)N2CC3=CC(=CC=C3CC2)[C@@H](CC(=O)OCC)C=2C=NC(=CC2C)OC)C=C(C=C1)C